C(C)OC1=C(C(=NC(=C1C#N)C)S)C#N 4-ethoxy-2-mercapto-6-methylpyridine-3,5-dicarbonitrile